(6R,12aR)-2,3,6,7,12,12a-hexahydro-2-methyl-6-(3,4-methylenedioxyphenyl)pyrazino[2',1':6,1]pyrido[3,4-b]indole-1,4-dione CN1C([C@H]2CC3=C(NC=4C=CC=CC34)[C@H](N2C(C1)=O)C1=CC2=C(C=C1)OCO2)=O